CC=1C(=C2C=NN(C2=CC1)C1OCCCC1)OC1=C(C(=NC=C1)C#N)[N+](=O)[O-] ((5-methyl-1-(tetrahydro-2H-pyran-2-yl)-1H-indazol-4-yl)oxy)-3-nitropyridinecarbonitrile